1-(2,2,2-trifluoroethyl)-1H-pyrrole FC(CN1C=CC=C1)(F)F